BrC=1C=CC2=C(CNS2(=O)=O)C1 5-bromo-2,3-dihydrobenzo[d]isothiazol 1,1-dioxide